C1=CC=C2C(=C1)C(C(=O)N2)(C3=CC=C(C=C3)O)C4=CC=C(C=C4)O 3,3-bis(p-hydroxyphenyl)oxindole